(1R,5R)-2-[4-({3-methyl-4-[(1-methyl-1,3-benzodiazol-5-yl)oxy]phenyl}amino)quinazolin-6-yl]-4-methylidene-2-azabicyclo[3.1.0]hexan-3-one CC=1C=C(C=CC1OC1=CC2=C(N(C=N2)C)C=C1)NC1=NC=NC2=CC=C(C=C12)N1[C@@H]2C[C@@H]2C(C1=O)=C